[N+](=O)([O-])C(C(=O)OC)C(=O)C methyl 2-nitro-acetoacetate